Ethyl fluoromethyl ether FCOCC